5-(2-fluoro-4-(trifluoromethyl)phenyl)-4-methyl-N-(2,2,6,6-tetramethylpiperidin-4-yl)pyrimidin-2-amine, formate salt C(=O)O.FC1=C(C=CC(=C1)C(F)(F)F)C=1C(=NC(=NC1)NC1CC(NC(C1)(C)C)(C)C)C